CN(CCN(C1=C(C=C(C(=C1)F)NC=1N=C(C2=C(N1)NC=C2)C2=CN(C1=CC=CC(=C21)F)C)NC(C)=O)CC)C N-(2-((2-(dimethylamino)ethyl)(ethyl)amino)-4-fluoro-5-((4-(4-fluoro-1-methyl-1H-indol-3-yl)-7H-pyrrolo[2,3-d]pyrimidin-2-yl)amino)phenyl)acetamide